FC1=C(C=CC(=C1)OC)S(=O)(=O)N1CCC2(CC(CO2)N(C2CC3(COC3)C2)C)CC1 8-((2-fluoro-4-methoxyphenyl)sulfonyl)-N-methyl-N-(2-oxaspiro[3.3]heptan-6-yl)-1-oxa-8-azaspiro[4.5]decan-3-amine